COC(C1=C(C=C(C=C1)N)O)=O o-hydroxy-p-aminobenzoic acid methyl ester